(R)-1,2,4a,5-tetrahydropyrazino[1,2-d]Pyrido[2,3-b][1,4]Oxazine C1CN=C[C@H]2N1C1=C(OC2)N=CC=C1